methyl (2E)-4-bromobut-2-enoate BrC/C=C/C(=O)OC